FC1=C(C=CC=C1)C1=C(C=NN1C1CC2(CN(C2)C=O)C1)C(F)(F)F (6-(5-(2-fluorophenyl)-4-(trifluoromethyl)-1H-pyrazol-1-yl)-2-azaspiro[3.3]heptan-2-yl)methanone